FC1=C(C(=C(C(=C1F)F)F)F)OC(=O)C=1C(=NC2=CC(=C(C=C2C1)F)C(C)(C#C)C)OC 6-fluoro-2-methoxy-7-(2-methylbutan-3-yn-2-yl)quinoline-3-carboxylic acid perfluorophenyl ester